NC1=NC(C=2N(C(N(C2N1)[C@H]1C([C@@H]([C@@H]([C@@H]1O)O)CO)=O)=O)CC=C)=O 2-amino-9-[(2R,3R,4S,5R)-3,4-dihydroxy-5-(hydroxymethyl)oxocyclopent-2-yl]-7-prop-2-enyl-3H-purine-6,8-dione